P(=O)(=O)CC(=O)[O-].[Na+] sodium phosphoacetate